diisopropyl phthalate (Diisopropyl phthalate) C(C)(C)C=1C(=C(C(C(=O)O)=CC1)C(=O)O)C(C)C.C(C=1C(C(=O)OC(C)C)=CC=CC1)(=O)OC(C)C